7-(benzyloxy)-8-iodo-2-oxo-2H-chromen-4-yl triflate O(S(=O)(=O)C(F)(F)F)C1=CC(OC2=C(C(=CC=C12)OCC1=CC=CC=C1)I)=O